C(C)(C)(C)N1N=C(C=C1NC(OCC1=CC=CC=C1)=O)C1CC(CC1)O benzyl N-[1-tert-butyl-3-(3-hydroxycyclopentyl)-1H-pyrazol-5-yl]carbamate